FC=1C=C(C=C2CC(CC12)CNCCC1CN(C(O1)=O)C=1C=CC=2SCC(NC2N1)=O)OCC(=O)NC 2-[[7-fluoro-2-[[2-[2-oxo-3-(3-oxo-4H-pyrido[3,2-b][1,4]thiazin-6-yl)-1,3-oxazolidin-5-yl]ethylamino]methyl]-2,3-dihydro-1H-inden-5-yl]oxy]-N-methylacetamide